BrC1=CC=C(C=C1)N(N(Cl)Cl)C1=CC=CC=C1 N-(4-bromophenyl)phenylhydrazono chloride